N-(4-(4-amino-7-methyl-5-(1-(2,2,2-trifluoroacetyl)-1,2,3,6-tetrahydropyridin-4-yl)-7H-pyrrolo[2,3-d]pyrimidin-6-yl)phenyl)acrylamide Nickel aluminum [Al].[Ni].NC=1C2=C(N=CN1)N(C(=C2C=2CCN(CC2)C(C(F)(F)F)=O)C2=CC=C(C=C2)NC(C=C)=O)C